ClC1=C(C=CC=C1NC(=O)C1=NN2C(C(CCC2)O)=C1)C1=C(C(=CC=C1)C1=CC(=C(C(=C1)OC)CNCCO)F)Cl N-(2,2'-dichloro-3''-fluoro-4''-(((2-hydroxyethyl)amino)methyl)-5''-methoxy-[1,1':3',1''-terphenyl]-3-yl)-4-hydroxy-4,5,6,7-tetrahydropyrazolo[1,5-a]pyridine-2-carboxamide